((dimethylamino)methyl)benzaldoxime CN(C)CC1=C(C=NO)C=CC=C1